N-[4-[(6,7-dimethoxy-1,5-naphthyridin-4-yl)oxy]phenyl]-1-(4-fluorophenyl)-4,5,6-trimethyl-2-oxopyridine-3-carboxamide COC=1N=C2C(=CC=NC2=CC1OC)OC1=CC=C(C=C1)NC(=O)C=1C(N(C(=C(C1C)C)C)C1=CC=C(C=C1)F)=O